4-aziridinyl-aniline N1(CC1)C1=CC=C(N)C=C1